O1-tert-butyl O2-methyl (2S,4S)-4-[tert-butyl(diphenyl)silyl]oxypyrrolidine-1,2-dicarboxylate [Si](C1=CC=CC=C1)(C1=CC=CC=C1)(C(C)(C)C)O[C@H]1C[C@H](N(C1)C(=O)OC(C)(C)C)C(=O)OC